ClC1=CC=C(C=C1)CN1C(CCC1=O)CC(=O)NS(=O)(=O)C(F)F 2-[1-[(4-chlorophenyl)methyl]-5-oxopyrrolidin-2-yl]-N-(difluoromethylsulfonyl)acetamide